(5-bromo-2-fluorophenyl)acetic acid BrC=1C=CC(=C(C1)CC(=O)O)F